N-(2-Chloro-3-(3'-chloro-6-methoxy-5-(((((S)-5-oxopyrrolidin-2-yl)methyl)amino)methyl)-[2,4'-bipyridin]-2'-yl)phenyl)-5-(((S)-3-hydroxypyrrolidin-1-yl)methyl)-4-methoxypicolinamide ClC1=C(C=CC=C1C1=NC=CC(=C1Cl)C1=NC(=C(C=C1)CNC[C@H]1NC(CC1)=O)OC)NC(C1=NC=C(C(=C1)OC)CN1C[C@H](CC1)O)=O